C(C)(C)(C)OC(=O)N[C@@H](C(=O)N[C@@H]1C[C@@](N(C1)C(=O)OC(C)(C)C)(C(=O)OCC1=CC=CC=C1)CCCCB1OC(C(O1)(C)C)(C)C)C(C)C (2R,4R)-2-Benzyl 1-Tert-Butyl 4-((R)-2-(Tert-Butoxycarbonylamino)-3-Methylbutanamido)-2-(4-(4,4,5,5-Tetramethyl-1,3,2-Dioxaborolan-2-yl)Butyl)Pyrrolidine-1,2-Dicarboxylate